tert-Butyl-4-(4-{[(2-chloro-5-{[(2,2-dimethylpropanoyl)amino]methyl}phenyl)carbonyl]amino}-1H-indazol-1-yl)piperidine C(C)(C)(C)N1CCC(CC1)N1N=CC2=C(C=CC=C12)NC(=O)C1=C(C=CC(=C1)CNC(C(C)(C)C)=O)Cl